tert-butyl 5'-(3,5-difluorophenyl)-3'-oxotetrahydro-3'H-spiro[azetidine-3,2'-pyrrolo[2,1-b]oxazole]-1-carboxylate FC=1C=C(C=C(C1)F)C1CCC2OC3(C(N21)=O)CN(C3)C(=O)OC(C)(C)C